1-(2-bromo-5-fluoro-pyridin-3-yl)ethyl (1-methyl-4-(6-methyl-5-(methyl-sulfonamido)pyridin-2-yl)-1H-1,2,3-triazol-5-yl)carbamate CN1N=NC(=C1NC(OC(C)C=1C(=NC=C(C1)F)Br)=O)C1=NC(=C(C=C1)NS(=O)(=O)C)C